3-trifluoromethyl-5-(5-benzyl-1,2,4-oxadiazol-3-yl)aniline FC(C=1C=C(N)C=C(C1)C1=NOC(=N1)CC1=CC=CC=C1)(F)F